2-((3r,5r,7r)-adamantan-1-yl)-N-(3-hydroxypropyl)acetamide C12(CC3CC(CC(C1)C3)C2)CC(=O)NCCCO